COC=1C(=CC2=CN(N=C2C1)C1CCC(CC1)C=1N=NC=CC1)C(=O)O 6-Methoxy-2-(4-(pyridazin-3-yl)cyclohexyl)-2H-indazole-5-carboxylic acid